FC=1C(=NC(=NC1)NC1CCN(CC1)C(=O)OC(C)(C)C)C1=NN(C2=CC=CC=C12)COCC[Si](C)(C)C tert-butyl 4-((5-fluoro-4-(1-((2-(trimethylsilyl)ethoxy)methyl)-1H-indazol-3-yl)pyrimidin-2-yl)amino)piperidine-1-carboxylate